CC(C(=O)Cl)=C 2-(methyl)acryloyl chloride